(3S)-2-oxo-5-phenyl-1,3-dihydro-1,4-benzodiazepin O=C1NC2=C(C(=NC1)C1=CC=CC=C1)C=CC=C2